OCCNCCNC1=CC=C(C=2C(C3=CC=CC=C3C(C12)=O)=O)NCCNCCO 1,4-bis((2-((2-hydroxy-ethyl)amino)ethyl)amino)anthracene-9,10-dione